(R)-8-bromo-5-(3,3-difluorocyclobutyl)-7-fluoro-3-isobutyl-2-methyl-2,3,4,5-tetrahydrobenzo[f][1,2,5]thiadiazepine 1,1-dioxide BrC1=CC2=C(N(C[C@H](N(S2(=O)=O)C)CC(C)C)C2CC(C2)(F)F)C=C1F